[(1s)-3-bromo-1-(4,4-difluorocyclohexyl)-2-oxopropyl]-carbamate BrCC([C@H](C1CCC(CC1)(F)F)NC([O-])=O)=O